C(C1=CC=CC=C1)OC(NC1(CN(CC1)C(C)=O)C)=O (1-acetyl-3-methylpyrrolidin-3-yl)carbamic acid benzyl ester